C(C)OCC1(CC1)CNCC1=CC=2C(=C3C4(NC(NC3=CC2)=O)CCCCC4)O1 (({[1-(ethoxymethyl)cyclopropyl]methyl}amino)methyl)-7',8'-dihydro-6'H-spiro[cyclohexane-1,9'-furo[2,3-f]quinazoline]-7'-one